FC(C(OC(C(C(F)(F)F)(F)F)(F)F)(F)F)(OCC(=O)O)F 2-[perfluoro(propoxy)ethoxy]acetic acid